CN1C(C=2N(N=C3C=CC(=CC23)C=2NCC(CC2)C)CC1)=O 2-methyl-9-(5-methyl-1,4,5,6-tetrahydropyridin-2-yl)-3,4-dihydropyrazino[1,2-b]indazol-1(2H)-one